C(C)(=O)OC(OC(C)=O)(OC(C)=O)[SiH3] triacetoxymethylsilane